FC1=CC=C(C=C1)C1=C(COC2(CCCC2)C1)CN (9-(4-fluorophenyl)-6-oxaspiro[4.5]dec-8-en-8-yl)methylamine